Cl.FC1=C(C=C(C=C1)CN)OCC(F)(F)F (4-fluoro-3-(2,2,2-trifluoroethoxy)phenyl)methylamine hydrochloride